2-(4-chlorophenyl)-2-[(trimethylsilyl)oxy]acetonitrile ClC1=CC=C(C=C1)C(C#N)O[Si](C)(C)C